1-isopropyl-2,4-dioxo-3-phenyl-1,2,3,4-tetrahydropyrimidine-5-carboxamide dihydrochloride Cl.Cl.C(C)(C)N1C(N(C(C(=C1)C(=O)N)=O)C1=CC=CC=C1)=O